2-(6-bromochroman-8-yl)pyrrolidine-1-carboxylic acid tert-butyl ester C(C)(C)(C)OC(=O)N1C(CCC1)C=1C=C(C=C2CCCOC12)Br